ClC1=C(C=C(C=C1)C(F)(F)F)NC(=O)C1=C(N=C(S1)N(C(=O)C1(CC1)C(=O)N)C1=CC(=CC(=C1)C(F)(F)F)F)C N-(5-((2-chloro-5-(trifluoromethyl)phenyl)carbamoyl)-4-methylthiazol-2-yl)-N-(3-fluoro-5-(trifluoromethyl)phenyl)cyclopropane-1,1-dicarboxamide